10-bromo-3-((8Z,11Z)-heptadec-8,11-dien-1-yl)-5,5-dimethyl-2,4,6-trioxa-5-siladecane BrCCCCO[Si](OC(OC)CCCCCCC\C=C/C\C=C/CCCCC)(C)C